(S)-6-(1-(1-(4-amino-2-methoxybenzoyl)pyrrolidin-3-yl)-1H-pyrazol-4-yl)-4-methoxypyrazolo[1,5-a]pyridine-3-carbonitrile NC1=CC(=C(C(=O)N2C[C@H](CC2)N2N=CC(=C2)C=2C=C(C=3N(C2)N=CC3C#N)OC)C=C1)OC